2-[3-chloro-4-[[(3,4-dimethylpyrimido[4',5':4,5]thieno[2,3-c]pyridazin-8-yl)amino]methyl]phenyl]propan-2-ol ClC=1C=C(C=CC1CNC1=NC=NC2=C1SC=1N=NC(=C(C12)C)C)C(C)(C)O